Cl.[N+](=O)([O-])C1=C(C=CC=C1)N[C@@H]1CC[C@H](CC1)O N-(o-nitrophenyl)-trans-4-aminocyclohexanol hydrochloride